O=C(CCC1CCC(N1)=O)N1C[C@H]2[C@H](C1)CN(C2)CC2=C(C=C(C=C2)C(F)(F)F)F |r| (-)-5-[3-oxo-3-[rac-(3aS,6aS)-2-[[2-fluoro-4-(trifluoromethyl)phenyl]methyl]-1,3,3a,4,6,6a-hexahydropyrrolo[3,4-c]pyrrol-5-yl]propyl]pyrrolidin-2-one